BrC1=CC(=C(C(=C1)C)NC(CCCCCCC)=O)C Octanoic acid (4-bromo-2,6-dimethyl-phenyl)-amide